ClC=1N=C2C(=C(C(N(C2=CC1)C)=O)C#N)N1CCN(CC1)CC1=C(C=C(C=C1)OC(F)(F)F)O 6-chloro-4-(4-{[2-hydroxy-4-(trifluoromethoxy)phenyl]methyl}piperazin-1-yl)-1-methyl-2-oxo-1,2-dihydro-1,5-naphthyridine-3-carbonitrile